tert-Butyl 3-((3-methoxy-5-(trifluoromethoxy)phenyl)amino)-3-methylpyrrolidine-1-carboxylate COC=1C=C(C=C(C1)OC(F)(F)F)NC1(CN(CC1)C(=O)OC(C)(C)C)C